CC1=CC=CC=2OC3=CC=CC=C3C3(C12)OC(=O)C1=CC=CC=C13 Methylspiro[phthalide-3,9'-[9H]xanthene]